N-ethyl-5-(8-fluoro-3-methylimidazo[1,2-a]pyridin-6-yl)-7H-pyrrolo[2,3-d]pyrimidin-2-amine C(C)NC=1N=CC2=C(N1)NC=C2C=2C=C(C=1N(C2)C(=CN1)C)F